O1CCN(CC1)C=1C2=C(N=CN1)NC(=C2)C2=CC=C(C=C2)NS(=O)(=O)CC=2C=C(C=CC2)N2C[C@@H](CC2)NC(C=C)=O (R)-N-(1-(3-((N-(4-(4-morpholino-7H-pyrrolo[2,3-d]pyrimidin-6-yl)phenyl)sulfamoyl)methyl)phenyl)pyrrolidin-3-yl)acrylamide